BrC=1C=C2C(=CN=CC2=CC1)N1C(NC2=C(C1=O)SC(=C2)C2=C(C=C(C=C2)F)Cl)=O 3-(6-bromoisoquinolin-4-yl)-6-(2-chloro-4-fluorophenyl)thieno[3,2-d]pyrimidine-2,4(1H,3H)-dione